3-(3-fluoro-5-(trifluoromethyl)pyridin-2-yl)-5-hydroxybenzothiazol-2(3H)-one FC=1C(=NC=C(C1)C(F)(F)F)N1C(SC2=C1C=C(C=C2)O)=O